16,19-Dihydroxy-tetracos-21-enoic acid OC(CCCCCCCCCCCCCCC(=O)O)CCC(CC=CCC)O